5-Amino-N-(4-fluorophenyl)-2-(trifluoromethoxy)benzamide NC=1C=CC(=C(C(=O)NC2=CC=C(C=C2)F)C1)OC(F)(F)F